C(C)C(CCCC)CC=CCCCCCC 5-ethyl-7-tetradecene